FC1=C(C=C(CN2C3=C(C(=C(CC2=O)C(=O)NC)O)C=CC=C3)C=C1C)C 1-(4-fluoro-3,5-dimethylbenzyl)-5-hydroxy-N-methyl-2-oxo-2,3-dihydro-1H-benzo[b]azepine-4-carboxamide